6-t-butylcresol C(C)(C)(C)C=1C=CC=C(C1O)C